C(C)C1=CC(=CC2=C1N=CN2)C(=O)N(C)C2=CC(=C(C=C2)F)OC 7-ethyl-N-(4-fluoro-3-methoxy-phenyl)-N-methyl-3H-benzimidazole-5-carboxamide